[Na].C(CCCCCCCCCCCCC)N(CCS(=O)(=O)O)C myristyl-N-methyltaurine sodium